CC1=NC(=CC(=N1)N[C@@H](C)C1=CC=C(C(=O)O)C=C1)C 4-[(1S)-1-[(2,6-dimethylpyrimidin-4-yl)amino]ethyl]benzoic acid